C(=O)[C@@H]1CN(CCO1)C(=O)OCC1=CC=CC=C1 Benzyl (2S)-2-formylmorpholine-4-carboxylate